[3-(Acryloylamino)propyl]-trimethylammonium chloride [Cl-].C(C=C)(=O)NCCC[N+](C)(C)C